FC1(CCC(CC1)NC1=CC(=NC(=N1)C=1SC=C(N1)C)C(C)=O)F 1-(6-((4,4-difluorocyclohexyl)amino)-2-(4-methylthiazol-2-yl)pyrimidin-4-yl)ethan-1-one